(2R,3aS,6R,6aR)-6-(benzyloxy)-2-(4-methyl-7H-pyrrolo[2,3-d]pyrimidin-7-yl)hexahydro-2H-cyclopenta[b]furan-3,3a-diol C(C1=CC=CC=C1)O[C@@H]1CC[C@]2([C@@H]1O[C@H](C2O)N2C=CC1=C2N=CN=C1C)O